COC1=C(COC2=CC=CC(=N2)N2C[C@@H](NCC2)C)C=CC(=C1)C(F)(F)F (S)-1-(6-((2-methoxy-4-(trifluoromethyl)benzyl)oxy)pyridin-2-yl)-3-methylpiperazin